(1s,3s)-3-[(tert-butoxycarbonyl)amino]cyclobutyl 3-{[(benzyloxy)carbonyl]amino}azetidine-1-carboxylate C(C1=CC=CC=C1)OC(=O)NC1CN(C1)C(=O)OC1CC(C1)NC(=O)OC(C)(C)C